(S)-2-Methyl-5-((1-methylpyrrolidin-2-yl)methoxy)-N-(1-(quinolin-5-yl)cyclopropyl)benzamide CC1=C(C(=O)NC2(CC2)C2=C3C=CC=NC3=CC=C2)C=C(C=C1)OC[C@H]1N(CCC1)C